1H-pyrazol-4-yl-carbamate N1N=CC(=C1)NC([O-])=O